NC([C@H](CCC(=O)OC(C)(C)C)N1CC2=CC=C(C=C2C1=O)C1CCN(CC1)CCC(=O)O)=O (S)-3-(4-(2-(1-Amino-5-(tert-butoxy)-1,5-dioxopentan-2-yl)-3-oxoisoindolin-5-yl)piperidin-1-yl)propanoic acid